FC(C1=CC(=NC=C1)C1=C(C=CC=C1)O)(F)F 2-[4-(Trifluoromethyl)-2-pyridinyl]phenol